FC1=C(C=C(C=C1)F)C1=C(C(=NC=C1)C1CCC(CC1)F)NC(OC(C)(C)C)=O tert-butyl (4-(2,5-difluorophenyl)-2-(4-fluorocyclohexyl)pyridin-3-yl)carbamate